NC1=C(C=C(C=N1)NC(C(=O)N1[C@H](CC[C@@H](C1)C)C=1C=CC2=C(N=C(S2)C2N(CCN(C2)C)C)C1)=O)CC N-(6-amino-5-ethylpyridin-3-yl)-2-((2R,5S)-2-(2-(1,4-dimethylpiperazin-2-yl)benzo[d]thiazol-5-yl)-5-methylpiperidin-1-yl)-2-oxoacetamide